(S)-4-(cyclopropylethynyl)-7-((4-methyl-2-oxo-1,2-dihydropyridin-3-yl)methyl)-4-(trifluoromethyl)-3,4-dihydroquinazolin-2(1H)-one C1(CC1)C#C[C@@]1(NC(NC2=CC(=CC=C12)CC=1C(NC=CC1C)=O)=O)C(F)(F)F